ClC=1C=C2C(=NC=NC2=C(C1)C(F)(F)F)N([C@@H](C)C=1N(N=CN1)C1=NC=C(C=C1)C=1SC=C(N1)C(F)(F)F)C 6-chloro-N-methyl-8-(trifluoromethyl)-N-[(1S)-1-[2-[5-[4-(trifluoromethyl)thiazol-2-yl]-2-pyridyl]-1,2,4-triazol-3-yl]ethyl]quinazolin-4-amine